Cl.NC/C(/CN1N=CN(C1=O)CC=1SC(=CC1)C=1C=NC(=CC1)OC)=C/F 2-[(2Z)-2-(aminomethyl)-3-fluoroprop-2-en-1-yl]-4-[5-(6-methoxypyridin-3-yl)thiophen-2-yl]methyl-2,4-dihydro-3H-1,2,4-triazol-3-one hydrochloride